[Si](C1=CC=CC=C1)(C1=CC=CC=C1)(C(C)(C)C)OCC1CCC(CO1)CC#N 2-(6-(((tert-butyldiphenylsilyl)oxy)methyl)tetrahydro-2H-pyran-3-yl)acetonitrile